OC[C@H]1C[C@H](C[C@@H]1O[Si](C(C)C)(C(C)C)C(C)C)NC1=NC=NC=C1C(=O)C1=CC(=CS1)[C@H]1N(CCC2=CC=CC=C12)C(=O)OC(C)(C)C tert-Butyl (1S)-1-[5-[4-[[(1R,3R,4S)-3-(hydroxymethyl)-4-triisopropylsilyloxy-cyclopentyl]amino]pyrimidine-5-carbonyl]-3-thienyl]-3,4-dihydro-1H-isoquinoline-2-carboxylate